1,3-dimethyl-pyridinium chloride [Cl-].C[N+]1=CC(=CC=C1)C